3-(1'-(3-(1H-imidazol-1-yl)benzyl)-6-oxo-6,8-dihydro-2H,7H-spiro[furo[2,3-e]isoindole-3,4'-piperidin]-7-yl)piperidine-2,6-dione N1(C=NC=C1)C=1C=C(CN2CCC3(CC2)COC2=C4CN(C(C4=CC=C23)=O)C2C(NC(CC2)=O)=O)C=CC1